ethyl-diethyl-amine hydrochloride Cl.C(C)N(CC)CC